BrC1=CC(=C(O[C@H](C(=O)OC(C)(C)C)C2CC2)C=C1F)C1=NOCC1OCCCC tert-butyl (2S)-2-[4-bromo-5-fluoro-2-(4-butoxy-4,5-dihydroisoxazol-3-yl)phenoxy]-2-cyclopropylacetate